C(C)(C)(C)OC(=O)N[C@H](C(=O)N1N[C@@H](CCC1)C(=O)OC)CC1=CC(=CC(=C1)B1OC(C(O1)(C)C)(C)C)F Methyl (3S)-1-{(2S)-2-(tert-butoxycarbonyl)amino-3-[3-fluoro-5-(4,4,5,5-tetramethyl-1,3,2-dioxaborolan-2-yl)phenyl]propanoyl}-1,2-diazinane-3-carboxylate